2-methyl-2-morpholinyl-1-(4-morpholinylphenyl)propan-1-one CC(C(=O)C1=CC=C(C=C1)N1CCOCC1)(C)N1CCOCC1